diaminoethoxydiphosphorous acid NC(COP(O)(O)OP(O)O)N